FC1=CC=CC=2C(=N[C@@H](C(NC21)=O)NC(=O)C=2C(=NN1C2N=CC=C1)C=1C=NC=C(C1)C)C1=CC=CC=C1 N-[(3S)-9-fluoro-2-oxo-5-phenyl-1,3-dihydro-1,4-benzo-diazepin-3-yl]-2-(5-methylpyridin-3-yl)-pyrazolo[1,5-a]pyrimidine-3-carboxamide